COC1=CC=C(C=C1)C1=CN=C(N1)CNC1=NC(=NN2C1=NC=C2C(F)(F)F)N2CCOCC2 N-{[5-(4-methoxyphenyl)-1H-imidazol-2-yl]methyl}-2-(morpholin-4-yl)-7-(trifluoromethyl)imidazo[2,1-f][1,2,4]triazin-4-amine